C(C1=CC=CC=C1)ON=CC1=CNC=2N=C(NC(C21)=O)NC(C2=CC=CC=C2)(C2=CC=CC=C2)C2=CC=CC=C2 4-oxo-2-(tritylamino)-4,7-dihydro-3H-pyrrolo[2,3-d]Pyrimidine-5-carbaldehyde O-benzyloxime